C(C)(=O)C1(C(CC=2CCCC(C2C1)(C)C)C)C 7-Acetyl-1,2,3,4,5,6,7,8-octahydro-1,1,6,7-tetramethylnaphthalen